C(CCCCOCCO)OCCO 2,2'-(Pentane-1,5-diylbis(oxy))diethanol